2,2-didodecylmalonate C(CCCCCCCCCCC)C(C(=O)[O-])(C(=O)[O-])CCCCCCCCCCCC